BrC1=C(C=C(C(=N1)NC(C(F)(F)F)=O)C#CCN1C(=CC=CC1=O)C(=O)N(C)C1=CC=C(C=C1)F)C 1-(3-(6-bromo-5-methyl-2-(trifluoroacetylamino)pyridin-3-yl)prop-2-yn-1-yl)-N-(4-fluorophenyl)-N-methyl-6-oxo-1,6-dihydropyridine-2-carboxamide